ClC1=C(C(=C(C=C1OC)OC)Cl)C1=CC2=C(N=C(N=C2)SC)C(=N1)N1CCOCC1 4-(6-(2,6-dichloro-3,5-dimethoxyphenyl)-2-(methylthio)pyrido[3,4-d]pyrimidin-8-yl)morpholine